N,N'-Di-sec-butyl-p-phenylenediamin C(C)(CC)NC1=CC=C(C=C1)NC(C)CC